FC1=C(C(=CC=C1NS(=O)(=O)C=1C(=NC=C(C1)F)OC)F)COC=1C=C2C(=NC1)N(C(N2C)=O)C(=O)OC(C)(C)C tert-butyl 6-[[2,6-difluoro-3-(5-fluoro-2-methoxypyridine-3-sulfonamido)phenyl]methoxy]-1-methyl-2-oxoimidazo[4,5-b]pyridine-3-carboxylate